C(#C)[C@@H]1C[C@@]2(CN1C([C@H](CC(C)(C)F)NC(=O)C=1NC3=C(C(=C(C=C3C1)F)F)F)=O)C(NC1=CC=CC=C12)=O N-((S)-1-((3R,5'S)-5'-ethynyl-2-oxospiro[indoline-3,3'-pyrrolidin]-1'-yl)-4-fluoro-4-methyl-1-oxopentan-2-yl)-5,6,7-trifluoro-1H-indole-2-carboxamide